C(C)N1N=CC=C1C(=O)N[C@H](C=1N=C2N(N=C(C=C2)CC2(C(NCC3(CC3)C2)=O)C(=O)O)C1)C1CCC(CC1)C 7-((2-((S)-(1-ethyl-1H-pyrazole-5-carboxamido)((1r,4S)-4-methylcyclohexyl)methyl)imidazo[1,2-b]pyridazin-6-yl)methyl)-6-oxo-5-azaspiro[2.5]octane-7-carboxylic acid